ethyl 7-bromo-5-methylbenzo[b]thiophene-2-carboxylate BrC1=CC(=CC2=C1SC(=C2)C(=O)OCC)C